COC=1C=C(C=CC1)/C=C/C(=O)C1=CC=C(OCC(=O)N[C@H]2[C@@H]([C@@H]3CC[C@H]([C@@H]4CC[C@@]5(OO[C@]43[C@H](O2)O5)C)C)C)C=C1 2-[4-[(E)-3-(3-Methoxyphenyl)prop-2-enoyl]phenoxy]-N-[(1S,4S,5R,8S,9R,10R,12R,13R)-1,5,9-trimethyl-11,14,15,16-tetraoxatetracyclo[10.3.1.04,13.08,13]hexadecan-10-yl]acetamide